N-(3,5-dimethoxyphenyl)-2-(5-fluoro-2,4-dioxo-3,4-dihydropyrimidin-1(2H)-yl)acetamide COC=1C=C(C=C(C1)OC)NC(CN1C(NC(C(=C1)F)=O)=O)=O